O-(Diphenylphosphinoyl)hydroxylamin C1(=CC=CC=C1)P(=O)(ON)C1=CC=CC=C1